N4-(3-chloro-4-fluorophenyl)-4,6-quinazolinediamine ClC=1C=C(C=CC1F)NC1=NC=NC2=CC=C(C=C12)N